F[C@@H]1[C@H]([C@@]2(CN[C@]1(CC2)C)C)N(C2=CC=C(N=N2)C2=C(C=C(C=C2)N2C=NC=C2)O)C 2-(6-(((1S,4S,5S,6R)-6-fluoro-1,4-dimethyl-2-azabicyclo[2.2.2]octan-5-yl)(methyl)amino)pyridazin-3-yl)-5-(1H-imidazol-1-yl)phenol